C(C)C1N(CCC=2N=C(N=CC21)C2=NC=CC=C2)C(=O)OCC2=CC=CC=C2 benzyl 5-ethyl-2-(2-pyridyl)-7,8-dihydro-5H-pyrido[4,3-d]pyrimidine-6-carboxylate